C(CC1=CNC=N1)C(=O)O desaminohistidine